ClC=1N(C(=C(N1)C(=O)OCC)Cl)C1C(C1)C(F)(F)F ethyl 2,5-dichloro-1-[2-(trifluoromethyl) cyclopropyl]-1H-imidazole-4-carboxylate